3-(1-fluorocyclopropyl)benzoic acid FC1(CC1)C=1C=C(C(=O)O)C=CC1